4-[3-chloro-5-(trifluoromethyl)phenyl]-2-[1-(2,2,2-trifluoroethyl)pyrazol-3-yl]-5-(trifluoromethyl)pyrazol-3-amine ClC=1C=C(C=C(C1)C(F)(F)F)C1=C(N(N=C1C(F)(F)F)C1=NN(C=C1)CC(F)(F)F)N